(2-(3-cyclopropylmethoxy-4-methoxyphenyl)-2-hydroxyethyl)-2-methylpyridin-4(1H)-one C1(CC1)COC=1C=C(C=CC1OC)C(CN1C(=CC(C=C1)=O)C)O